1H-1,2,3-triazol-4-yl-methanol N1N=NC(=C1)CO